C(C1=CC=CC=C1)OC=1C=C2NC=C(C[C@H](NC(=O)OCC3=CC=CC=C3)C(=O)O)C2=CC1 6-benzyloxy-N-benzyloxycarbonyl-tryptophan